COC(=O)C1=NC=CN=C1 pyrazine-2-carboxylic acid (S)-methyl ester